ClC=1C=C2C(=NC(=NC2=C(C1C=1C(=CC=C2C=NN(C12)C)C)F)C#CCN(C)C)N1C[C@H](N(C[C@@H]1C)C(C=C)=O)C 1-((2R,5S)-4-(6-chloro-7-(1,6-dimethyl-1H-indazol-7-yl)-2-(3-(dimethylamino)prop-1-ynyl)-8-fluoroquinazolin-4-yl)-2,5-dimethylpiperazin-1-yl)prop-2-en-1-one